FC1(C[C@@H](N(C1)C(=O)C=1N=C(SC1C=1C=NC(=CC1C(F)(F)F)NCC(C)(C)C)C(=O)NC1CS(C1)(=O)=O)C)F (S)-4-(4,4-difluoro-2-methylpyrrolidine-1-carbonyl)-N-(1,1-dioxothietane-3-yl)-5-(6-(neopentyl-amino)-4-(trifluoromethyl)pyridin-3-yl)thiazole-2-carboxamide